4-(3,5-difluorophenoxy)-7-(trifluoromethylsulfanyl)indan-1-one FC=1C=C(OC2=C3CCC(C3=C(C=C2)SC(F)(F)F)=O)C=C(C1)F